CC(C)(OC(NCCOCCOCCOC=1C=C(C=CC1)C(C(=O)O)C1=CC=CC=C1)=O)C 2-(3-((2,2-dimethyl-4-oxo-3,8,11-trioxa-5-azatridecan-13-yl)oxy)phenyl)-2-phenylacetic acid